(2S)-2-(4,4-difluoro-3-(6-(hydroxymethyl)-5-oxo-4,5-dihydropyrazin-2-yl)piperidin-1-yl)-N-((R)-5-(3,5-difluorophenyl)-6,7-dihydro-5H-pyrrolo[1,2-a]imidazol-2-yl)propanamide FC1(C(CN(CC1)[C@H](C(=O)NC=1N=C2N(C1)[C@H](CC2)C2=CC(=CC(=C2)F)F)C)C=2N=C(C(NC2)=O)CO)F